F[C@H](CNC(=O)C1=C(C=2N(N=C1)C=C(C2)C2=CC=NN2C)NC(C)C)C(C)(C)O (R)-N-(2-fluoro-3-hydroxy-3-methylbutyl)-4-(isopropylamino)-6-(1-methyl-1H-pyrazol-5-yl)pyrrolo[1,2-b]pyridazine-3-carboxamide